N1C=C(C2=CC=CC=C12)CC(CCCC)NC(=O)C1=CC2=C(S1)C=C(C(=C2)F)N2CCN(CC2)C N-(1-(1H-indol-3-yl)hexane-2-yl)-5-fluoro-6-(4-methylpiperazin-1-yl)benzo[b]thiophene-2-carboxamide